C(C)N1C=NC2=C1N=NC=C2C=2C=CC(=C(C2)C=2C(=CC1=C(OC3(CC3)C(N1C)=O)C2)OC)F 7-(5-(7-Ethyl-7H-imidazo[4,5-c]pyridazin-4-yl)-2-fluorophenyl)-6-methoxy-4-methylspiro[benzo[b][1,4]oxazine-2,1'-cyclopropan]-3(4H)-one